N-octadecenyl-3-benzyloxypyridin-4-one C(=CCCCCCCCCCCCCCCCC)N1C=C(C(C=C1)=O)OCC1=CC=CC=C1